Ethyl (S)-3-amino-3-(2-methoxypyrimidin-5-yl)propanoate N[C@@H](CC(=O)OCC)C=1C=NC(=NC1)OC